(S)-1-cyano-N-(1-(4-((2-methoxyethyl)carbamoyl)phenyl)-1H-imidazol-4-yl)pyrrolidine-3-carboxamide C(#N)N1C[C@H](CC1)C(=O)NC=1N=CN(C1)C1=CC=C(C=C1)C(NCCOC)=O